[Na].BrC=1C=C(C=CC1)CS(=O)(=O)NC(NC1=C2CCCC2=CC=2CCCC12)=O 1-(3-Bromophenyl)-N-((1,2,3,5,6,7-hexahydro-s-indacen-4-yl)carbamoyl)methanesulfonamide, Sodium Salt